(R)-dimethyl((2-(2-methyl-1H-benzo[d]imidazol-1-yl)-6-(3-methylmorpholino)-pyrimidin-4-yl)imino)-λ6-sulfanone CS(=O)(=NC1=NC(=NC(=C1)N1[C@@H](COCC1)C)N1C(=NC2=C1C=CC=C2)C)C